8-Chloro-1-(3-fluoro-4-methylbenzyl)-3,4-dihydro-1H-benzo[b]azepine-2,5-Dione ClC=1C=CC2=C(N(C(CCC2=O)=O)CC2=CC(=C(C=C2)C)F)C1